2,9-dihydroxy-1,10-dimethoxyaporphine OC1=C(C=2C3=CC(=C(C=C3CC3N(CCC(=C1)C23)C)O)OC)OC